2-(4-(4-(aminomethyl)-1-oxo-1,2-dihydrophthalazin-6-yl)-1-methyl-1H-pyrazol-5-yl)-4-chloro-6-(1,1-difluoro-5-azaspiro[2.3]hexan-5-yl)-3-fluorobenzonitrile NCC1=NNC(C2=CC=C(C=C12)C=1C=NN(C1C1=C(C#N)C(=CC(=C1F)Cl)N1CC2(CC2(F)F)C1)C)=O